ClC1=C(C=CC(=C1)OC)CC(C)=O 1-(2-chloro-4-methoxyphenyl)propan-2-one